N1C(N=CC1)=O 1,5-dihydro-2H-imidazol-2-one